tert-butyl 4-(7-bromo-8-chloro-4-(3-(dimethylamino)azetidin-1-yl)-6-fluoro-1H-imidazo[4,5-c]quinolin-1-yl)piperidine-1-carboxylate BrC=1C(=CC=2C3=C(C(=NC2C1F)N1CC(C1)N(C)C)N=CN3C3CCN(CC3)C(=O)OC(C)(C)C)Cl